ethyl-1,1,3,3-tetramethyl-2-(6-phenoxyhexyl)guanidine C(C)C(CCCCCN=C(N(C)C)N(C)C)OC1=CC=CC=C1